FC1=C(C=CC(=C1)S(=O)(=O)CC1CCC(CC1)(C)O)C1=CC=C(C=C1)C#N 2'-Fluoro-4'-(((cis-4-hydroxy-4-methylcyclohexyl)methyl)sulfonyl)-[1,1'-biphenyl]-4-carbonitrile